4-((2s,5r)-4-propenoyl-2,5-dimethylpiperazin-1-yl)-7-(6-amino-2,3-difluorophenyl)-6-chloro-1-(2-isopropyl-4-(methylsulfanyl)pyridin-3-yl)pyrido[2,3-d]pyrimidin-2(1H)-one C(C=C)(=O)N1C[C@@H](N(C[C@H]1C)C=1C2=C(N(C(N1)=O)C=1C(=NC=CC1SC)C(C)C)N=C(C(=C2)Cl)C2=C(C(=CC=C2N)F)F)C